N[C@@H](CCCN)C(=O)N=[N+]=[N-] ornithine azide